C(C)(C)(C)OC(=O)NCCN(C(C(=O)OC)=O)C1CCC1 methyl 2-((2-((tert-butoxycarbonyl) amino) ethyl) (cyclobutyl) amino)-2-oxoacetate